tert-butyl (2-acetamido-5-methoxypyridin-4-yl)(6-chloro-2-(1,1-difluoroethyl)pyrimidin-4-yl)carbamate C(C)(=O)NC1=NC=C(C(=C1)N(C(OC(C)(C)C)=O)C1=NC(=NC(=C1)Cl)C(C)(F)F)OC